Cl.Cl.C(CC(CC)N)N Pentane-1,3-diamine dihydrochloride